ClC=1C=CC(=C(C1)C=1N=CC=2OCCN(C2N1)C1=CC=NC=C1C(=O)NC(CO)CO)F 4-(2-(5-chloro-2-fluorophenyl)-6,7-dihydro-8H-pyrimido[5,4-b][1,4]oxazin-8-yl)-N-(1,3-dihydroxypropan-2-yl)nicotinamide